FC1=C(C(=CC=C1)C)N1N=C2C(=CC1=O)NN=C2C2=CC=C(C=C2)N2C[C@@H](N([C@@H](C2)C)C)C 5-(2-Fluoro-6-methylphenyl)-3-(4-((3S,5R)-3,4,5-trimethylpiperazin-1-yl)phenyl)-1H-pyrazolo[4,3-c]pyridazin-6(5H)-on